FC(C(=O)O)(F)F.FC1([C@@H](C1)NC(=O)C1=CN=C2N1N=C(C=C2NC)N2CCC1=C(C=CC=C21)C2=NC=C(C=C2)C=O)F (R)-N-(2,2-difluorocyclopropyl)-6-(4-(5-formylpyridin-2-yl)indolin-1-yl)-8-(methylamino)imidazo[1,2-b]pyridazine-3-carboxamide 2,2,2-trifluoroacetate